FC(C=1C=C(C=CC1)N1C(=NNC1=O)C(F)F)(F)F 4-(3-trifluoromethylphenyl)-3-difluoromethyl-1,2,4-triazole-5-one